C1(=C(C(=C(C=2C3=C(C(=C(C(=C3NC12)[2H])[2H])[2H])[2H])[2H])C#N)[2H])[2H] 9H-carbazole-1,2,4,5,6,7,8-d7-3-carbonitrile